NC1(CCN(CC1)C=1C2=C(N=CN1)NC=C2)C(=O)NC(CC2=CC=CC=C2)C2=CC=C(C=C2)Cl 4-amino-N-[1-(4-chlorophenyl)-2-phenylethyl]-1-(7H-pyrrolo[2,3-d]pyrimidin-4-yl)piperidine-4-carboxamide